(+/-)-3-(((trans)-8-methoxy-2-(6-methoxypyridin-3-yl)-3-methyl-2,3-dihydrobenzo[b][1,4]dioxin-6-yl)methyl)-3H-imidazo[4,5-b]pyridine-2,5-d2 COC1=CC(=CC2=C1O[C@H]([C@@H](O2)C)C=2C=NC(=CC2)OC)CN2C(=NC=1C2=NC(=CC1)[2H])[2H] |r|